COC(=O)C1=CC(=NC=C1)Cl.C1(CC1)C1=NC=CC(=C1)C(=O)OC Methyl 2-cyclopropylpyridine-4-carboxylate Methyl-2-chloropyridine-4-carboxylate